5-((4-cyanobenzyl)oxy)-1H-1,2,3-triazole-4-carboxylic acid C(#N)C1=CC=C(COC2=C(N=NN2)C(=O)O)C=C1